CC1(OC2=C(C1)C=CC=C2OCC(=O)N/N=C/C2=CC=CC1=CC=CC=C21)C (E)-2-((2,2-dimethyl-2,3-dihydrobenzofuran-7-yl)oxy)-N'-(naphthalene-1-ylmethylene)acethydrazide